4-[2-(3-aminophenyl)diazenyl]thiophenol NC=1C=C(C=CC1)N=NC1=CC=C(C=C1)S